bis(cyclopentadienyl)(triphenylsilyl)methylzirconium C1(C=CC=C1)[Zr](C[Si](C1=CC=CC=C1)(C1=CC=CC=C1)C1=CC=CC=C1)C1C=CC=C1